OCCC1=CN=C(S1)NC1=NC(=C2C=CC=NC2=C1)NC1CC2CCC(C1)N2CCC#N 3-((3-exo)-3-((7-((5-(2-hydroxyethyl)thiazol-2-yl)amino)-1,6-naphthyridin-5-yl)amino)-8-azabicyclo[3.2.1]oct-8-yl)propionitrile